5-(1-(3,3-difluoropropyl)-1H-benzo[d][1,2,3]triazol-6-yl)-6-fluoro-4-methoxy-N-(2-oxaspiro[3.5]nonan-7-yl)pyrrolo[2,1-f][1,2,4]triazin-2-amine FC(CCN1N=NC2=C1C=C(C=C2)C=2C(=CN1N=C(N=C(C12)OC)NC1CCC2(COC2)CC1)F)F